NC1=NC=NN2C1=C(C(=C2)C2=CC=C(C=C2)NC(C(=C)C)=O)C2=CC=C(C(=O)NC1COCC1)C=C2 4-(4-amino-6-(4-methacrylamido-phenyl)pyrrolo[2,1-f][1,2,4]triazin-5-yl)-N-(tetrahydrofuran-3-yl)benzamide